C(=O)O.O=C1NC(CCC1N1C(C2=CC=C(C=C2C1=O)NCC(=O)NCCC(=O)NC)=O)=O 3-(2-((2-(2,6-dioxopiperidin-3-yl)-1,3-dioxoisoindol-5-yl)amino)acetamido)-N-methylpropanamide formate